ethyl 2-chloro-7H-pyrrolo[2,3-d]pyrimidine-6-carboxylate ClC=1N=CC2=C(N1)NC(=C2)C(=O)OCC